C(C)CC(C(=O)C1=CC=C(C=C1)SC)(N1CCOCC1)C ethyl-2-methyl-1-(4-methylthiophenyl)-2-morpholino-1-propanone